BrC1=CC=C(C=C1)CO[C@@H]([C@H](CCC(N)=O)NC(OCC[Si](C)(C)C)=O)C 2-(trimethylsilyl)ethyl N-[(3S,4R)-4-[(4-bromophenyl)methoxy]-1-carbamoylpentan-3-yl]carbamate